N-ethyl-1-(3-methoxyphenyl)cyclohexan-1-amine C(C)NC1(CCCCC1)C1=CC(=CC=C1)OC